3-(1-tosyl-1H-pyrrolo[2,3-b]pyridin-5-yl)cyclopentan-1-ol bis(2-butyloctyl)5,5'-(((3R,4S)-1-(6-hydroxyhexyl)pyrrolidine-3,4-diyl)bis(oxy))dipentanoate C(CCC)C(CC(C(=O)O)(CCCO[C@@H]1CN(C[C@@H]1OCCCCC(=O)O)CCCCCCO)CC(CCCCCC)CCCC)CCCCCC.S(=O)(=O)(C1=CC=C(C)C=C1)N1C=CC=2C1=NC=C(C2)C2CC(CC2)O